C(C1=CC(OC)=C(O)C=C1)C(C(=O)O)(C)C.C(=O)C1=CC(=C(C=C1)OC(C(C)C)=O)OC (4-formyl-2-methoxyphenyl)-2-methylpropionate (vanillyl isobutyrate)